FC1([C@@H](CN(CC1)[C@H](C(=O)NC=1SC2=C(N1)C=C1C(=C2)OC(O1)(F)F)C)C1=CNC(C(=C1)CNC)=O)F (S)-2-((R)-4,4-difluoro-3-(5-((methylamino)methyl)-6-oxo-1,6-dihydropyridin-3-yl)piperidin-1-yl)-N-(2,2-difluoro-[1,3]dioxolo[4',5':4,5]benzo[1,2-d]thiazol-6-yl)propanamide